C(C)(=O)N1\C(\C(C2=CC=CC=C12)=O)=C/C1=NC2=CC=C(C=C2C(=C1)C=1C=CC=C2C=CC=NC12)CN(C(OC(C)(C)C)=O)C1CCOCC1 tert-butyl (Z)-((2-((1-acetyl-3-oxoindolin-2-ylidene)methyl)-[4,8'-biquinolin]-6-yl)methyl)(tetrahydro-2H-pyran-4-yl)carbamate